tantalum pentaisopropoxide CC([O-])C.CC([O-])C.CC([O-])C.CC([O-])C.CC([O-])C.[Ta+5]